1-(3-chloro-4-fluorophenyl)-3-(4-fluoro-3-(3-morpholinoquinoxaline-6-carbonyl)phenyl)urea ClC=1C=C(C=CC1F)NC(=O)NC1=CC(=C(C=C1)F)C(=O)C=1C=C2N=C(C=NC2=CC1)N1CCOCC1